C(C1=CC=CC=C1)OC1CCN(CC1)C1=CC=C(C=N1)B(O)O (6-(4-(benzyloxy)piperidin-1-yl)pyridin-3-yl)boronic acid